tert-butyl 5-((3-(hydroxymethyl)-7-methoxy-1,8-naphthyridin-4-yl)amino)hexahydrocyclopenta[c]pyrrole-2(1H)-carboxylate OCC=1C=NC2=NC(=CC=C2C1NC1CC2C(CN(C2)C(=O)OC(C)(C)C)C1)OC